CS(=O)(=O)NCCN1C(C(=NC2=CC=CC=C12)C=1SC=CC1)=O 1-(2-methylsulfonylaminoethyl)-3-(2-thienyl)-1,2-dihydroquinoxaline-2-one